OB1OC2=C(C=C1)C=C(C=C2)NC2=NC=C(C(=N2)NC2COCCC2C#N)C 3-[[2-[(2-hydroxy-1,2-benzoxaborinin-6-yl)amino]-5-methyl-pyrimidin-4-yl]amino]tetrahydropyran-4-carbonitrile